BrC1=C(C(=NC=C1)F)C=NNC1=C(C=C(C=C1)F)OC N-[(4-bromo-2-fluoro-3-pyridyl)methyleneamino]-4-fluoro-2-methoxy-aniline